(S)-6-(4-chlorophenyl)-N-(1-(3,4-difluorophenyl)ethyl)-2-(1-methyl-1H-pyrazol-4-yl)pyrimidine-4-carboxamide ClC1=CC=C(C=C1)C1=CC(=NC(=N1)C=1C=NN(C1)C)C(=O)N[C@@H](C)C1=CC(=C(C=C1)F)F